CC=1C=C(C=C(C1)O)O 5-methyl-1,3-dihydroxybenzene